o-formyl benzoate C1=CC=C(C(=C1)C=O)C(=O)[O-]